C(C)[C@H]1N(C[C@@H](N(C1)C=1C=2N=C(N(C2N(C(N1)=O)C)C)CO)C)C(C)C=1C=C2N=C(C=NC2=CC1)C 6-((2S,5R)-5-ethyl-2-methyl-4-(1-(3-methylquinoxalin-6-yl)ethyl)piperazin-1-yl)-8-(hydroxymethyl)-3,9-dimethyl-3,9-dihydro-2H-purin-2-one